7-acetoxy-4-methylcoumarin C(C)(=O)OC1=CC=C2C(=CC(OC2=C1)=O)C